FC=1C(=NC(=NC1)NC=1C(=NN(C1)CC(F)(F)F)C)N1C=C(C2=CC(=CC=C12)NC(C=C)=O)C N-[1-[5-fluoro-2-[[3-methyl-1-(2,2,2-trifluoroethyl)pyrazol-4-yl]amino]pyrimidin-4-yl]-3-methyl-indol-5-yl]prop-2-enamide